[(2-Ethylhexyl)methyl]oxirane C(C)C(CCC1OC1)CCCC